C(C)OC1=CC(=NC=C1)N 4-Ethoxypyridin-2-amine